methyl 6-(4-(3-(4-chloro-3-fluorophenyl)-1,2-dimethyl-1H-pyrrolo[2,3-b]pyridine-6-carbonyl)-3,3-dimethylpiperazin-1-yl)-2,4-dimethylnicotinate ClC1=C(C=C(C=C1)C1=C(N(C2=NC(=CC=C21)C(=O)N2C(CN(CC2)C2=NC(=C(C(=O)OC)C(=C2)C)C)(C)C)C)C)F